ClC1=C(C(=CC(=C1)NCC1=CC=C(C=C1)OC)Cl)O 2,6-dichloro-4-((4-methoxybenzyl)amino)phenol